C(C)S(=O)(=O)NC1=CC=C(C=C1)C1=C2C(=NC(=C1)NC(=S)C1CC1)NC=C2 N-(4-(4-(ethylsulfonylamino)phenyl)-1H-pyrrolo[2,3-b]pyridin-6-yl)cyclopropylthiocarboxamide